(5-(2-cyano-2-methylpropyloxy)-1,3,4-thiadiazol-2-yl)-4-(2-fluoro-6-methoxyphenyl)-6-methylnicotinamide C(#N)C(COC1=NN=C(S1)C1=C(C(=O)N)C(=CC(=N1)C)C1=C(C=CC=C1OC)F)(C)C